4-(2-{[(2r,7as)-2-fluoro-hexahydro-1H-pyrrolizin-7a-yl]methoxy}-8-fluoro-4-[(1r,4r)-2-oxa-5-azabicyclo[2.2.1]hept-5-yl]quinazolin-7-yl)-5-ethynyl-6-fluoronaphthalene-2-ol F[C@@H]1C[C@@]2(CCCN2C1)COC1=NC2=C(C(=CC=C2C(=N1)N1[C@H]2CO[C@@H](C1)C2)C2=CC(=CC1=CC=C(C(=C21)C#C)F)O)F